2-((1R,2S,3S,5S)-3-amino-2-fluoro-8-azabicyclo[3.2.1]oct-8-yl)-5-(3,4-dichloro-2-methyl-2H-indazol-5-yl)-3-methyl-3,7-dihydro-4H-pyrrolo[2,3-d]pyrimidin-4-one N[C@@H]1[C@@H]([C@H]2CC[C@@H](C1)N2C=2N(C(C1=C(N2)NC=C1C1=C(C2=C(N(N=C2C=C1)C)Cl)Cl)=O)C)F